8-(1-(2-(dimethylamino)ethyl)-1H-pyrazol-4-yl)-9-ethyl-6,6-dimethyl-11-oxo-6,11-dihydro-5H-benzo[b]carbazole-3-carbonitrile CN(CCN1N=CC(=C1)C=1C(=CC2=C(C(C=3NC4=CC(=CC=C4C3C2=O)C#N)(C)C)C1)CC)C